FC1=C(C=C2C=NN(C2=C1)C)N1C(NC=C1)=O 3-(6-fluoro-1-methylindazol-5-yl)-2-oxoimidazole